6-[(5-triflyl-2-pyridyl)methyl]-2-azaspiro[3.3]heptane S(=O)(=O)(C(F)(F)F)C=1C=CC(=NC1)CC1CC2(CNC2)C1